4-(5-(4-methylphenyl)(trifluoromethyl)-1H-pyrazol-1-yl)benzenesulfonamide CC1=CC=C(C=C1)C1=CC(=NN1C1=CC=C(C=C1)S(=O)(=O)N)C(F)(F)F